trans-4-(2-((3,5-bis(trifluoromethyl)phenyl)amino)-5-(4-((tetrahydro-2H-pyran-4-yl)amino)phenyl)-7H-pyrrolo[2,3-d]pyrimidin-7-yl)cyclohexan-1-ol FC(C=1C=C(C=C(C1)C(F)(F)F)NC=1N=CC2=C(N1)N(C=C2C2=CC=C(C=C2)NC2CCOCC2)[C@@H]2CC[C@H](CC2)O)(F)F